ClC1=CC(=C(C=C1)OB(O)O)C(F)(F)F 4-chloro-2-trifluoromethylphenyl-boric acid